NC=1C=C(C=C(C1)N)P(C)(C)=O (3,5-diaminophenyl)dimethylphosphin oxide